(2R,3R,4S,5S)-2,4-dihydroxy-5-(hydroxymethyl)tetrahydrofuran-3-yl 3,6-dichloro-2-methoxybenzoate ClC=1C(=C(C(=O)O[C@H]2[C@@H](O[C@H]([C@@H]2O)CO)O)C(=CC1)Cl)OC